C(C)(C)(C)OC(NC1(CC1)C(CBr)=O)=O N-[1-(2-Bromoacetyl)cyclopropyl]carbamic acid tert-butyl ester